C1=CC=NC(=C1)C2=CC(=NN(N2)C3=CC=CC=N3)C4=CC=CC=N4 2,4,6-tripyridyltriazine